C(C)OC(=O)C1=CN=C(S1)CBr (bromomethyl)-thiazole-5-carboxylic acid ethyl ester